N-(2-(2,4-difluorophenyl)-2-hydroxy-3-(1H-1,2,4-triazol-1-yl)propyl)-2-(4-fluorophenyl)-3-(pyridin-4-yl)pyrazolo[1,5-a]pyridine-6-carboxamide FC1=C(C=CC(=C1)F)C(CNC(=O)C=1C=CC=2N(C1)N=C(C2C2=CC=NC=C2)C2=CC=C(C=C2)F)(CN2N=CN=C2)O